O=C1N(C=CC2=CC=NC=C12)CC=1N=C2N(C=C(C=C2)C#N)C1 2-[(1-oxo-1,2-dihydro-2,7-naphthyridin-2-yl)methyl]imidazo[1,2-a]pyridine-6-carbonitrile